1-Butyl-2-(2-[3-[2-(1-butyl-1H-benzo[cd]indol-2-ylidene)-ethylidene]-2-phenyl-cyclohex-1-enyl]-vinyl)-benzo[cd]indolium C(CCC)[N+]1=C(C2=C3C(C=CC=C13)=CC=C2)C=CC2=C(C(CCC2)=CC=C2N(C1=CC=CC=3C1=C2C=CC3)CCCC)C3=CC=CC=C3